iminodiacetic acid di-tert-butyl ester C(C)(C)(C)OC(CNCC(=O)OC(C)(C)C)=O